1-(3,4-difluorophenyl)-4-fluoro-9-(6-(2,2,2-trifluoroethoxy)pyrimidin-4-yl)-1,9-diazaspiro[5.5]undecan-2-one FC=1C=C(C=CC1F)N1C(CC(CC12CCN(CC2)C2=NC=NC(=C2)OCC(F)(F)F)F)=O